(S)-3-methyl-4-(5-(1-methyl-1H-pyrazol-4-yl)-7-(3-(trifluoromethoxy)phenyl)-7H-pyrrolo[2,3-d]pyrimidin-4-yl)piperazine-1-carboxylic acid tert-butyl ester C(C)(C)(C)OC(=O)N1C[C@@H](N(CC1)C=1C2=C(N=CN1)N(C=C2C=2C=NN(C2)C)C2=CC(=CC=C2)OC(F)(F)F)C